C[C@@H](C(=C)C)C=1C(=CC(=C(C1)/C=C/C(=O)C1=CC=C(C=C1)O)OC)O (2E)-3-[5-[(1S)-1,2-dimethyl-2-propen-1-yl]-4-hydroxy-2-methoxyphenyl]-1-(4-hydroxyphenyl)-2-propen-1-one